CP(=O)(C)C1=C(C=CC(=C1)C=1C=NN(C1)C)NC1=NC(=NC=C1C(F)(F)F)NC1=CC=C(C(=O)NOC)C=C1 4-((4-((2-(dimethylphosphoryl)-4-(1-methyl-1H-pyrazole-4-yl)phenyl)amino)-5-(trifluoromethyl)pyrimidin-2-yl)amino)-N-methoxybenzamide